N-(2-(1-ethyl-8-oxa-1-azaspiro[4.5]decan-4-yl)thieno[2,3-b]pyridin-4-yl)-6-fluorobenzo[d]thiazol-5-amine C(C)N1CCC(C12CCOCC2)C2=CC=1C(=NC=CC1NC=1C(=CC3=C(N=CS3)C1)F)S2